hydroxy-3-methylquinazolin OC1N=C2C=CC=CC2=CN1C